4-((2-methoxypropyl)(4-(5,6,7,8-tetrahydro-1,8-naphthyridin-2-yl)butyl)amino)-2-((5-phenylpyrimidin-4-yl)amino)butanoic acid COC(CN(CCC(C(=O)O)NC1=NC=NC=C1C1=CC=CC=C1)CCCCC1=NC=2NCCCC2C=C1)C